2-(cyclopentyloxy)-4-fluoroaniline C1(CCCC1)OC1=C(N)C=CC(=C1)F